tert-Butyl 2-((((9H-fluoren-9-yl)methoxy) carbonyl)(methyl)amino)-3-(2-methoxyphenyl)propanoate C1=CC=CC=2C3=CC=CC=C3C(C12)COC(=O)N(C(C(=O)OC(C)(C)C)CC1=C(C=CC=C1)OC)C